C(C1=CC=CC=C1)C1(NCCC2=CC=CC=C12)CC=C Benzyl-1-allyl-1,2,3,4-tetrahydroisoquinoline